1,3-bis(2-aminoethyl)disiloxane NCC[SiH2]O[SiH2]CCN